N-(3-cyclobutylpyrazolo[1,5-a]pyridin-2-yl)-3-hydroxy-3-methylbutanamide C1(CCC1)C=1C(=NN2C1C=CC=C2)NC(CC(C)(C)O)=O